O[C@@H]1C[C@H](N(C1)C([C@H](C(C)(C)C)NC(C(=O)O)CCCCC=O)=O)C(N[C@@H](C)C1=CC=C(C=C1)C1=C(N=CS1)C)=O (((S)-1-((2S,4R)-4-Hydroxy-2-(((S)-1-(4-(4-methylthiazol-5-yl)phenyl)ethyl)carbamoyl)pyrrolidin-1-yl)-3,3-dimethyl-1-oxobutan-2-yl)amino)-7-oxoheptanoic acid